ClC=1C=C2C(=NC(=NC2=C(C1C1=CC(=CC2=CC=CC=C12)O)F)OCCCN1CCCCC1)N1C[C@H]2CC[C@@H](C1)N2C(=O)OC(C)(C)C tert-Butyl (1R,5S)-3-((R or S)-6-chloro-8-fluoro-7-(3-hydroxynaphthalen-1-yl)-2-(3-(piperidin-1-yl)propoxy)quinazolin-4-yl)-3,8-diazabicyclo[3.2.1]octane-8-carboxylate